The molecule is an omega-hydroxy fatty acid consisting of pentanoic acid carrying a hydroxy group at C-5. It is an omega-hydroxy fatty acid, a straight-chain fatty acid and a 5-hydroxy monocarboxylic acid. It derives from a valeric acid. It is a conjugate acid of a 5-hydroxypentanoate. C(CCO)CC(=O)O